2-methylenedioxy-4-(3,5-bis(trichloromethyl)triazinyl)benzene C1OC2=CC=CC(=C2O1)C=1N(NN=CC1C(Cl)(Cl)Cl)C(Cl)(Cl)Cl